4-(2-hydroxy-prop-2-yl)-N-((5-(8-methylimidazo[1,5-a]pyridin-7-yl)-2,3-dihydro-1H-inden-4-yl)carbamoyl)thiophene-2-sulfonamide tert-Butyl-(azetidin-2-ylmethyl)carbamate C(C)(C)(C)N(C(O)=O)CC1NCC1.OC(C)(C)C=1C=C(SC1)S(=O)(=O)NC(NC1=C2CCCC2=CC=C1C1=C(C=2N(C=C1)C=NC2)C)=O